6-(5-azaspiro[2.4]heptan-5-ylmethyl)-2-(3-((1S,2R)-1,2-difluoro-1-(4-methyl-4H-1,2,4-triazol-3-yl)propan-2-yl)phenyl)-4-(trifluoromethyl)isoindolin-1-one C1CC12CN(CC2)CC2=CC(=C1CN(C(C1=C2)=O)C2=CC(=CC=C2)[C@@]([C@H](C2=NN=CN2C)F)(C)F)C(F)(F)F